N[C@H](C(=S)O)CCC (2S)-2-aminothiovaleric acid